N1=C(N=CC=C1)N1N=CC(=C1)C(=O)N (pyrimidin-2-yl)-1H-pyrazole-4-carboxamide